1-(1-benzyl-piperidin-4-yl)-1-(2-chloropyridin-3-yl)urea C(C1=CC=CC=C1)N1CCC(CC1)N(C(=O)N)C=1C(=NC=CC1)Cl